2,6-Difluoro-3-(3-fluoro-5-(methyl(tetrahydro-2H-pyran-4-yl)amino)-1H-indazol-1-yl)-5-(trifluoromethyl)phenol FC1=C(C(=C(C=C1N1N=C(C2=CC(=CC=C12)N(C1CCOCC1)C)F)C(F)(F)F)F)O